7-amino-2-(methoxymethyl)-N-methyl-2,3-dihydrobenzofuran-4-carboxamide NC=1C=CC(=C2CC(OC21)COC)C(=O)NC